CN(C(OC)=O)C(C)(CC=C)C methyl methyl(2-methylpent-4-en-2-yl)carbamate